[Br-].[Br-].C(C)C1(C(=C(C(=C1C)C)C)C)[Zr+2]C1C(=CC2=CC=CC=C12)CCCC (1-Ethyl-2,3,4,5-tetramethylcyclopentadienyl)(2-butylindenyl)zirconium dibromide